6-isopropoxy-2-(tetrahydro-2H-pyran-4-yl)-2H-indazole-5-carboxylic acid C(C)(C)OC=1C(=CC2=CN(N=C2C1)C1CCOCC1)C(=O)O